5-[(1-Hydroxy-2-methylpropan-2-yl)amino]-4-(trifluoromethyl)-2-[[2-(trimethylsilyl)ethoxy]methyl]-2,3-dihydropyridazin-3-one OCC(C)(C)NC1=C(C(N(N=C1)COCC[Si](C)(C)C)=O)C(F)(F)F